3-amino-6-bromopyridineamide NC=1C(=NC(=CC1)Br)C(=O)N